tert-butyl N-[(1S)-2-amino-1-[[(6R)-4-methyl-5-oxo-4-azaspiro[2.4]heptan-6-yl]methyl]-2-oxo-ethyl]carbamate NC([C@H](C[C@H]1C(N(C2(CC2)C1)C)=O)NC(OC(C)(C)C)=O)=O